3-isocyanato(isocyanato)propyltrimethoxysilane N(=C=O)C(CC[Si](OC)(OC)OC)N=C=O